C(C)(C)(C)SSCCC(CCC=C(C)C)C 1-(tert-butyl)-2-(3,7-dimethyloct-6-en-1-yl)disulfane